6-aminohexyl(trifluoromethyl)carbamate NCCCCCCOC(NC(F)(F)F)=O